CN1CCC2=C(CC1)C1=C(O2)C=C(C=C1)OC(F)(F)F 3-methyl-8-(trifluoromethoxy)-2,3,4,5-tetrahydro-1H-benzofuro[2,3-d]azepine